6-chloro-1-methyl-3-(trifluoromethyl)-1H-pyrrolo[2,3-b]Pyridine ClC1=CC=C2C(=N1)N(C=C2C(F)(F)F)C